OC1=CC=C(C=C1)/C(=C(\CC)/C1=CC=CC=C1)/C1=CC=C(OCCCCN2CCN(CCC2)C=2C=C3CN(C(C3=CC2)=O)C2C(NC(CC2)=O)=O)C=C1 (Z)-3-(5-(4-(4-(4-(1-(4-hydroxyphenyl)-2-phenylbut-1-en-1-yl)phenoxy)butyl)-1,4-diazepan-1-yl)-1-oxoisoindolin-2-yl)piperidine-2,6-dione